6-fluoro-3-oxo-7-(trifluoromethyl)isoindoline-5-carbaldehyde FC1=C(C=C2C(NCC2=C1C(F)(F)F)=O)C=O